ClC1=C(C(=CC=C1)C(F)(F)F)COC=1C=CC(=NC1)N1C=NC(=C1)CO [1-(5-{[2-chloro-6-(trifluoromethyl)phenyl]methoxy}pyridin-2-yl)imidazol-4-yl]methanol